C1(CC1)C=1N=CC2=C3C(=CC(=C2C1)S(NCC(C)C)(=O)=O)[C@@H](C[C@H]3NC(C(C)C)=O)NC(=O)C=3C=NC=CC3 |r| N-[trans-(7RS,9RS)-3-cyclopropyl-9-(2-methylpropanoylamino)-5-(2-methylpropylsulfamoyl)-8,9-dihydro-7H-cyclopenta[h]isoquinolin-7-yl]pyridine-3-carboxamide